FC1(OC2=C(O1)C=C(C(=C2)N)I)F 2,2-difluoro-6-iodobenzo[d][1,3]dioxolan-5-amine